C1=CC=CC=2C3=CC=CC=C3C(C12)COC(=O)NCCOCCOCCOCCOCCC(=O)NCC(=O)NCC(=O)N[C@H](C(=O)NCC(=O)O)CC1=CC=CC=C1 2-[(2S)-2-(2-{2-[1-({[(9H-fluoren-9-yl)methoxy]carbonyl}amino)-3,6,9,12-tetraoxapentadecan-15-amido]acetamido}acetamido)-3-phenylpropanamido]acetic acid